Cl.C1(=CC=CC=C1)C1=NC2=C(N1)C=CC(=C2)S(=O)(=O)Cl 2-Phenyl-1H-benzimidazol-5-sulfonylchloride hydrochloride